1-((tert-Butoxycarbonyl)amino)cyclobutane-1-carboxylic acid C(C)(C)(C)OC(=O)NC1(CCC1)C(=O)O